1-(3-((1-chloro-4-(o-tolyl)isoquinolin-7-yl)oxy)piperidin-1-yl)ethan-1-one ClC1=NC=C(C2=CC=C(C=C12)OC1CN(CCC1)C(C)=O)C1=C(C=CC=C1)C